ClC1=NC=2N(C(=C1)NCC1=CC=C(C=C1)OC)N=CC2CC 5-chloro-3-ethyl-N-(4-methoxybenzyl)pyrazolo[1,5-a]pyrimidin-7-amine